(±)-2-Aminopropyl (7-fluoro-6-(8-methyl-2,3-dihydro-1H-pyrido[2,3-b][1,4]oxazin-7-yl)isoquinolin-3-yl)carbamate FC1=C(C=C2C=C(N=CC2=C1)NC(OC[C@@H](C)N)=O)C1=C(C2=C(OCCN2)N=C1)C |r|